1,3-di-tert-butyl-6-(3-chlorophenyl)dibenzo[b,d]furan C(C)(C)(C)C1=CC(=CC=2OC3=C(C21)C=CC=C3C3=CC(=CC=C3)Cl)C(C)(C)C